FC1=C(C=C(C=C1)F)C1=CC(=CC=C1)C[C@@H]1C=2C([C@H](N=CC2CC[C@@H]1NS(=O)(=O)CC)C(C)C)=O |&1:18| rac-N-[(5R,6S)-5-[(2',5'-difluoro[1,1'-biphenyl]-3-yl)methyl]-4-oxo-3-(propan-2-yl)-3,4,5,6,7,8-hexahydroisoquinolin-6-yl]ethanesulfonamide